N-(5-chloro-2-fluoropyrimidin-4-yl)-3-((4-methoxybenzyl)oxy)isoquinolin-7-amine ClC=1C(=NC(=NC1)F)NC1=CC=C2C=C(N=CC2=C1)OCC1=CC=C(C=C1)OC